[Ba].ClC1=CC=C(C[C@@H]2CC[C@]([C@@]2(O)CN2N=CN=C2)(C)CCl)C=C1 (1R,2S,5S)-5-(4-chlorobenzyl)-2-(chloromethyl)-2-methyl-1-(1H-1,2,4-triazol-1-ylmethyl)cyclopentanol barium